5-(2-octyloxybenzoyl)amino-3-(1-azabicyclo[5.4.0]undec-3-en-4-yl)-benzothiophene C(CCCCCCC)OC1=C(C(=O)NC=2C=CC3=C(C(=CS3)C3=CCN4CCCCC4CC3)C2)C=CC=C1